8-(3-isopropyl-5-(piperidin-4-yl)-1H-indol-2-yl)-[1,2,4]triazolo[1,5-a]pyridine C(C)(C)C1=C(NC2=CC=C(C=C12)C1CCNCC1)C=1C=2N(C=CC1)N=CN2